CC1(COB(O1)C1=C(C=CC=2SC(=CC21)NC(OC(C)(C)C)=O)F)C tert-butyl (4-(5,5-dimethyl-1,3,2-dioxaborolan-2-yl)-5-fluorobenzo[b]thiophen-2-yl)carbamate